tert-butyl ((1S)-(7-(1-bromoethyl)imidazo[1,2-b]pyridazin-2-yl)(4,4-difluorocyclohexyl)methyl)carbamate BrC(C)C1=CC=2N(N=C1)C=C(N2)[C@H](C2CCC(CC2)(F)F)NC(OC(C)(C)C)=O